2'-chloro-5'-methoxy-6-methyl-N-(5-(4-(trifluoromethyl)oxazole-2-carbonyl)-5,6-dihydro-4H-pyrrolo[3,4-d]thiazol-2-yl)-[4,4'-bipyridine]-3-carboxamide ClC1=NC=C(C(=C1)C1=C(C=NC(=C1)C)C(=O)NC=1SC2=C(N1)CN(C2)C(=O)C=2OC=C(N2)C(F)(F)F)OC